C1(CC1)N1N=CC(=C1)CN1CC(N(C(C1)=O)C1CC2(C1)CCN(CC2)C(=O)OC(C)(C)C)C2=C(C=CC=C2)C(C)C tert-butyl 2-(4-((1-cyclopropyl-1H-pyrazol-4-yl)methyl)-2-(2-isopropylphenyl)-6-oxopiperazin-1-yl)-7-azaspiro[3.5]nonane-7-carboxylate